C(C)(C)OC1=CC(=NC=C1)C1=NSC(=N1)NC1=C(C=C(C=N1)N(C(C)=O)C)C(F)(F)F N-(6-(3-(4-isopropoxypyridin-2-yl)-1,2,4-thiadiazol-5-ylamino)-5-(trifluoromethyl)pyridin-3-yl)-N-methylacetamide